CS(=O)(=O)NC=1C=C(C=CC1)NC(C1=CN=C(C=C1)OC1CCOCC1)=O N-(3-(methylsulfonamido)phenyl)-6-((tetrahydro-2H-pyran-4-yl)oxy)nicotinamide